1-(3-chloro-4-{[(2R)-2,7-dimethyl-1,2,3,4-tetrahydropyrido[1,2-a]benzimidazol-2-yl]carbamoyl}phenyl)-1H-benzimidazole-5-carboxamide ClC=1C=C(C=CC1C(N[C@@]1(CCC2=NC3=C(N2C1)C=CC(=C3)C)C)=O)N3C=NC1=C3C=CC(=C1)C(=O)N